2-acetyl-8-(4-methylcyclohexyl)-5-(4-(trifluoromethyl)benzyl)-2,5,8-triazaspiro[3.5]nonane-6,9-dione C(C)(=O)N1CC2(C1)N(C(CN(C2=O)C2CCC(CC2)C)=O)CC2=CC=C(C=C2)C(F)(F)F